2-amino-5-chloro-phenol NC1=C(C=C(C=C1)Cl)O